F[C@H]1CN(CC[C@H]1NC1=CC=CC2=C1SC=C2CC(F)(F)F)C (3S,4R)-3-fluoro-1-methyl-N-(3-(2,2,2-trifluoroethyl)benzo[b]thiophen-7-yl)piperidin-4-amine